propane-HCl Cl.CCC